methyldispiro[1,3-dioxolane-2,1'-cyclohexane-4',3''-indole] CC1=NC2=CC=CC=C2C12CCC1(CC2)OCCO1